N-((3-((5-((3S,4S)-4-amino-3-methyl-2-oxa-8-azaspiro[4.5]decan-8-yl)pyrazin-2-yl)thio)-2-chlorophenyl)carbamoyl)-1-methyl-1H-pyrazole-4-sulfonamide N[C@@H]1[C@@H](OCC12CCN(CC2)C=2N=CC(=NC2)SC=2C(=C(C=CC2)NC(=O)NS(=O)(=O)C=2C=NN(C2)C)Cl)C